Methyl Spiro[3.5]nonane-2-carboxylate C1C(CC12CCCCC2)C(=O)OC